4-(4-bromophenyl)-piperidine-1-carboxylic acid tert-butyl ester C(C)(C)(C)OC(=O)N1CCC(CC1)C1=CC=C(C=C1)Br